C(C)(C)(C)OC(=O)N1CCC2(CC=C[C@H]2O)CC1 |r| racemic-1-hydroxy-8-azaspiro[4.5]dec-2-ene-8-carboxylic acid tert-butyl ester